C1(CC1)N(C(=O)C=1C=NN2C1CN(CC2)C(=O)C=2NC1=CC=CC=C1C2)C N-cyclopropyl-5-(1H-indole-2-carbonyl)-N-methyl-4H,5H,6H,7H-pyrazolo[1,5-a]pyrazine-3-carboxamide